methyl 4-[(3R,5R)-1-methyl-5-[(1-methyl-2-oxo-4-pyridyl)amino]-3-piperidyl]benzoate CN1C[C@H](C[C@H](C1)NC1=CC(N(C=C1)C)=O)C1=CC=C(C(=O)OC)C=C1